FC1=C(C(=O)NC2=CC(=C(C=C2)CN2CCN(CC2)C)C(F)(F)F)C=C(C(=C1)C)C#CC1=CN=C2N1C=CC=C2NC=2C=NN(C2)C 2-fluoro-4-methyl-5-((8-((1-methyl-1H-pyrazol-4-yl)amino)imidazo[1,2-a]pyridin-3-yl)ethynyl)-N-(4-((4-methylpiperazin-1-yl)methyl)-3-(trifluoromethyl)phenyl)benzamide